3-((tert-Butoxycarbonyl)amino)-5-chloro-1H-pyrrole-2-carboxylic acid ethyl ester C(C)OC(=O)C=1NC(=CC1NC(=O)OC(C)(C)C)Cl